4-chloro-N-[(1S,2S,3S,5R)-2,6,6-trimethylnorbornan-3-yl]-1H-pyrrolo[2,3-c]Pyridine-2-carboxamide ClC1=C2C(=CN=C1)NC(=C2)C(=O)N[C@@H]2[C@H]([C@H]1C(CC2C1)(C)C)C